4-(2-cyano-7-((5-methoxy-7-methyl-1H-indol-4-yl)methyl)-7-azaspiro[3.5]nonan-6-yl)-N-(thiazol-2-ylmethyl)benzamide C(#N)C1CC2(C1)CC(N(CC2)CC2=C1C=CNC1=C(C=C2OC)C)C2=CC=C(C(=O)NCC=1SC=CN1)C=C2